C(#N)C1=CC=C(C=C1)C1=CN=CC2=C1OCCN2S(=O)(=O)C2CN(C2)S(=O)(=O)C2=CC=C(C#N)C=C2 4-((3-((8-(4-cyanophenyl)-2,3-Dihydro-4H-pyrido[4,3-b][1,4]oxazin-4-yl)sulfonyl)azetidin-1-yl)sulfonyl)benzonitrile